tert-Butyl 4-(3-((4-((4-(3,5-dichlorophenyl)piperazin-1-yl)sulfonyl)phenyl)carbamoyl)-4-(N-methylmethylsulfonamido)phenyl)piperidine-1-carboxylate ClC=1C=C(C=C(C1)Cl)N1CCN(CC1)S(=O)(=O)C1=CC=C(C=C1)NC(=O)C=1C=C(C=CC1N(S(=O)(=O)C)C)C1CCN(CC1)C(=O)OC(C)(C)C